(2R)-2-amino-3-(2,4-dichlorophenyl)-1-[5-(1-methyl-1H-pyrazol-3-yl)-2,3-dihydro-1H-isoindol-2-yl]propan-1-one N[C@@H](C(=O)N1CC2=CC=C(C=C2C1)C1=NN(C=C1)C)CC1=C(C=C(C=C1)Cl)Cl